(S)-6-(5-methoxy-6-(2-methoxyethoxy)-1H-benzo[d]imidazol-2-yl)-2-methyl-7-((2-methyl-1-(pyrimidin-2-yl)propyl)amino)-2H-pyrazolo[4,3-b]pyridin-5(4H)-one COC1=CC2=C(NC(=N2)C2=C(C=3C(NC2=O)=CN(N3)C)N[C@@H](C(C)C)C3=NC=CC=N3)C=C1OCCOC